N-[6-(5-chloro-2-fluorophenyl)-2H,3H,4H-pyrido[3,2-b][1,4]oxazin-8-yl]-pyridine-4-amine ClC=1C=CC(=C(C1)C=1C=C(C=2OCCNC2N1)NC1=CC=NC=C1)F